ClC1=CC=C(C=C1)[C@@H](C)N(C(=O)[C@H]1N(CCC1)S(=O)(=O)C1=CC=C(C)C=C1)C1CCC(CC1)(F)F |&1:7| (S)-N-((RS)-1-(4-chlorophenyl)ethyl)-N-(4,4-difluorocyclohexyl)-1-tosylpyrrolidine-2-carboxamide